6,7-dihydro-5H-thieno[3,2-b]pyran-2-carboxylic acid S1C(=CC=2OCCCC21)C(=O)O